(S)-3-(5-(3-(1-(4-methyl-4H-1,2,4-triazol-3-ylsulfanyl)ethyl)phenyl)isoxazol-3-yl)benzonitrile CN1C(=NN=C1)S[C@@H](C)C=1C=C(C=CC1)C1=CC(=NO1)C=1C=C(C#N)C=CC1